ClC1=[N+](C=C(C=C1C(=O)OC)Cl)[O-] 2,5-dichloro-3-(methoxycarbonyl)pyridine 1-oxide